N-(6-bromo-1-cyclobutyl-5-fluoro-1H-indol-2-yl)-3,3-dimethylbutyramide BrC1=C(C=C2C=C(N(C2=C1)C1CCC1)NC(CC(C)(C)C)=O)F